C[C@H]1CC[C@H]([C@@H](C1)O)C(C)C |&1:1| (1R,2S,SR)-5-methyl-2-(propan-2-yl)cyclohexan-1-ol